BrC1=CC(=NC=C1)NC1=CC=C(C=C1)S(=O)(=O)C 4-bromo-N-(4-(methylsulfonyl)phenyl)pyridin-2-amine